4-((2-((3-ethoxy-3-methylazetidin-1-yl)methyl)-6-fluorobenzyl)amino)-2,6-difluoro-N-(thiazol-4-yl)benzenesulfonamide C(C)OC1(CN(C1)CC1=C(CNC2=CC(=C(C(=C2)F)S(=O)(=O)NC=2N=CSC2)F)C(=CC=C1)F)C